2-((6-(4-((6-cyclopentylpyrazin-2-yl)amino)-3-methylisoxazol-5-yl)-2-methylpyridin-3-yl)carbamoyl)cyclohexane-1-carboxylic acid C1(CCCC1)C1=CN=CC(=N1)NC=1C(=NOC1C1=CC=C(C(=N1)C)NC(=O)C1C(CCCC1)C(=O)O)C